CO[C@@H](C)C1=C(C=C(C=N1)N1CCN(CC1)C(=O)OCC1=CC=CC=C1)B1OC(C(O1)(C)C)(C)C benzyl 4-[6-[(1S)-1-methoxyethyl]-5-(4,4,5,5-tetramethyl-1,3,2-dioxaborolan-2-yl)-3-pyridyl]piperazine-1-carboxylate